C(C)N(S(=O)(=O)F)C N-ethyl-methyl-sulfamoyl fluoride